FC1=C(OCC(CC[C@H]2[C@@H](C[C@@H]3OC[C@H](CC[C@@H]32)CCCC(=O)OC(C)C)O)O)C=C(C=C1)F 2-Propanyl 4-{(3S,5aR,6R,7R,8aS)-6-[4-(2,5-difluorophenoxy)-3-hydroxybutyl]-7-hydroxyoctahydro-2H-cyclopenta[b]oxepin-3-yl}butanoate